2-(4-isobutyl-2-methyl-piperazin-1-yl)-2-methylpropan-ol C(C(C)C)N1CC(N(CC1)C(CO)(C)C)C